NC=1C(=NC(=NC1C1=C2C=NN(C2=CC=C1C)C1OCCCC1)C=1C(=NC=CC1)N)C(=O)OCC ethyl 5-amino-2-(2-amino-3-pyridyl)-6-(5-methyl-1-tetrahydropyran-2-yl-indazol-4-yl)pyrimidine-4-carboxylate